C(C)C1NCCCC1N1C(N(C2=C1C=CC(=C2)C#CC2CCNCC2)C)=O 2-Ethyl-3-[3-methyl-2-oxo-5-[2-(4-piperidinyl)ethynyl]Benzimidazol-1-yl]Piperidine